5-chloro-4-(4-{3,8-diazabicyclo[3.2.1]octan-3-yl}-8-fluoro-2-[(hexahydro-1H-pyrrolizin-7a-yl)methoxy]-1,6-naphthyridin-7-yl)naphthalen-2-ol ClC1=C2C(=CC(=CC2=CC=C1)O)C1=NC=C2C(=CC(=NC2=C1F)OCC12CCCN2CCC1)N1CC2CCC(C1)N2